(7S)-4,7,8-trimethyl-2-(((S)-1-((6-(trifluoromethyl)pyridin-3-yl)methyl)-1,4,5,6-tetrahydrocyclopenta[c]pyrazol-4-yl)amino)-7,8-dihydropteridin-6(5H)-one CC1=NC(=NC=2N([C@H](C(NC12)=O)C)C)N[C@H]1CCC=2N(N=CC21)CC=2C=NC(=CC2)C(F)(F)F